BrC1=C2C(=NC=C1)N(C=C2)C2CCN(CC2)C(=O)OC(C)(C)C tert-butyl 4-(4-bromo-1H-pyrrolo[2,3-b]pyridin-1-yl)piperidine-1-carboxylate